4-[3-[2,6-dichloro-4-(1-methylpyrazol-4-yl)benzoyl]-2,4-dihydro-1H-quinazolin-8-yl]-5-fluoro-2-morpholine-4-ylbenzoic acid ClC1=C(C(=O)N2CNC3=C(C=CC=C3C2)C2=CC(=C(C(=O)O)C=C2F)N2CCOCC2)C(=CC(=C1)C=1C=NN(C1)C)Cl